[2-[2-(amino)ethoxy]Ethoxy]acetic acid NCCOCCOCC(=O)O